Tertiary Butyl-Hydrazine C(C)(C)(C)NN